ClC1=C(C=C(OC2=CC(=NC(=C2)N2CCOCC2)C=2C=NC(=NC2)N)C=C1)C(F)(F)F 5-(4-(4-chloro-3-(trifluoromethyl)phenoxy)-6-morpholinopyridin-2-yl)pyrimidin-2-amine